aluminum acetylglutamine C(C)(=O)N[C@@H](CCC(N)=O)C(=O)O.[Al]